3,4-dibenzoyl-benzoic acid C(C1=CC=CC=C1)(=O)C=1C=C(C(=O)O)C=CC1C(C1=CC=CC=C1)=O